[Zn].S1C(SC(=C1S)S)=S.S1C(SC(=C1S)S)=S bis(1,3-dithiacyclopentene-2-thione-4,5-dithiol) zinc